COC1CC2(CN[C@@H]2C)C1 (1R,4s,6S)-6-methoxy-1-methyl-2-azaspiro[3.3]heptane